5-(2-(((R)-1-cyclopropylethyl)amino)-7H-pyrrolo[2,3-d]pyrimidin-5-yl)-N-(trans-4-methoxycyclohexyl)pyrazolo[1,5-a]pyridine-3-carboxamide C1(CC1)[C@@H](C)NC=1N=CC2=C(N1)NC=C2C2=CC=1N(C=C2)N=CC1C(=O)N[C@@H]1CC[C@H](CC1)OC